(19R)-10-chloro-3-ethyl-16-fluoro-19-methyl-20-oxa-3,4,11,12,23-pentaazapentacyclo[19.3.1.02,6.08,12.013,18]pentacosa-1(24),2(6),4,8,10,13,15,17,21(25),22-decaen-22-amine ClC=1C=C2CC=3C=NN(C3C3=CN=C(C(O[C@@H](C4=CC(=CC=C4N2N1)F)C)=C3)N)CC